OC(=O)C(F)(F)F.CC1([C@H]2CNC[C@@H]12)C1=NOC2(CC2)C1 6-[(1R,5S,6r)-6-methyl-3-azabicyclo[3.1.0]Hex-6-yl]-4-oxa-5-azaspiro[2.4]Hept-5-ene TFA salt